C(CCC)OC=1C2=CC=CC=C2C(=C2C=CC=CC12)OCCCC 9,10-di-n-butoxyanthracene